COC(\C(=C(\C)/N)\C(NC1=CC=C(C=C1)F)=O)=O (Z)-3-amino-2-((4-fluorophenyl)carbamoyl)but-2-enoic acid methyl ester